C1(CC1)C1=CC(=NN1C1OCCCC1)N(C(OC(C)(C)C)=O)C1=CC2=C(C(=NO2)N(CC2=CC=C(C=C2)OC)S(=O)(=O)C2=C(C=C(C=C2OC)CO)OC)C=C1OC tert-butyl [5-cyclopropyl-1-(oxan-2-yl)-1H-pyrazol-3-yl](3-{[4-(hydroxymethyl)-2,6-dimethoxybenzene-1-sulfonyl][(4-methoxyphenyl)methyl]amino}-5-methoxy-1,2-benzoxazol-6-yl)carbamate